C1(CC1)N(C(OC(C)(C)C)=O)[C@H]1CN(CC1)C=1N=NC(=CC1)C1=C(C=C(C=C1)C=1C=NN(C1)C1OCCCC1)OCOC tertbutyl cyclopropyl((3R)-1-(6-(2-(methoxymethoxy)-4-(1-(tetrahydro-2H-pyran-2-yl)-1H-pyrazol-4-yl)phenyl)pyridazin-3-yl)pyrrolidin-3-yl)carbamate